N-(5-(2-ethyl-2-azaspiro[3.3]hept-6-yl)pyridin-2-yl)-5-fluoro-4-(3-isopropyl-2-methyl-3H-thieno[2,3-d]imidazol-5-yl)pyrimidin-2-amine C(C)N1CC2(C1)CC(C2)C=2C=CC(=NC2)NC2=NC=C(C(=N2)C2=CC1=C(N(C(=N1)C)C(C)C)S2)F